undecyl 6-[(2-hydroxybutyl)({3-[(2-hydroxybutyl)[6-oxo-6-(undecyloxy)hexyl]amino]propyl})amino]hexanoate OC(CN(CCCCCC(=O)OCCCCCCCCCCC)CCCN(CCCCCC(OCCCCCCCCCCC)=O)CC(CC)O)CC